The molecule is an aryl sulfate that is o-cresol in which the phenolic hydrogen has been replaced by a sulfo group. It derives from an o-cresol. It is a conjugate acid of an o-cresol sulfate. CC1=CC=CC=C1OS(=O)(=O)O